FC=1C=C2N(CCN(C2=CC1)C(CCN1[C@@H](CCC1)C)=O)C1=CC=CC=C1 (R)-1-(6-fluoro-4-phenyl-3,4-dihydroquinoxalin-1(2H)-yl)-3-(2-methylpyrrolidin-1-yl)propan-1-on